6,7-difluoro-2-methyl-4-(1-(methylamino)ethyl)isoquinolin-1(2H)-one FC=1C=C2C(=CN(C(C2=CC1F)=O)C)C(C)NC